(4-fluoro-2,6-dimethylphenyl)(3-(4-((1-(3-fluoropropyl)azetidin-3-yl)oxy)phenoxy)-6-hydroxybenzo[b]thiophen-2-yl)methanone FC1=CC(=C(C(=C1)C)C(=O)C1=C(C2=C(S1)C=C(C=C2)O)OC2=CC=C(C=C2)OC2CN(C2)CCCF)C